C(C)(C)N1C(=NN=C1)C1=CC=CC(=N1)N1C(N(CC1)C=1C=NC(=CC1)N1CCC(CC1)S(=O)(=O)C)=O 1-(6-(4-isopropyl-4H-1,2,4-triazol-3-yl)pyridin-2-yl)-3-(6-(4-(methylsulfonyl)piperidin-1-yl)pyridin-3-yl)imidazolidin-2-one